NC1=NC=2C=C(C(=CC2C2=C1[C@H](OC2)C)C(=O)N(C21CC(C2)C1)C(C)C1=CC2=C(N=CS2)C=C1)F (3R)-4-amino-N-(1-(benzo[d]thiazol-6-yl)ethyl)-N-(bicyclo[1.1.1]pent-1-yl)-7-fluoro-3-methyl-1,3-dihydrofuro[3,4-c]quinoline-8-carboxamide